5-[7-[[6-[(2S)-2-(hydroxymethyl)morpholin-4-yl]pyridazin-3-yl]amino]-3-methylimidazo[4,5-b]pyridin-5-yl]oxy-4-methylpyridine-2-carbonitrile OC[C@@H]1CN(CCO1)C1=CC=C(N=N1)NC1=C2C(=NC(=C1)OC=1C(=CC(=NC1)C#N)C)N(C=N2)C